C(C1=CC=CC=C1)OC1=C(C=C(C=C1)C=1C=C(C=C2C3=C(NC12)C(=NC=C3)C)Cl)OC 8-(4-Benzyloxy-3-methoxy-phenyl)-6-chloro-1-methyl-9H-pyrido[3,4-b]indole